4-methyl-3-[4-(3-pyridinyl)pyrazol-1-yl]-N-[3-(pyrrolidin-1-ylmethyl)-5-(trifluoromethyl)phenyl]benzamide CC1=C(C=C(C(=O)NC2=CC(=CC(=C2)C(F)(F)F)CN2CCCC2)C=C1)N1N=CC(=C1)C=1C=NC=CC1